6-amino-3-(4-methoxyphenyl)-1,4-diphenyl-1,4-dihydropyrano[2,3-c]pyrazole NC1=CC(C2=C(N(N=C2C2=CC=C(C=C2)OC)C2=CC=CC=C2)O1)C1=CC=CC=C1